(2S)-1-[1-(5-chloro-2-thienyl)cyclopropanecarbonyl]-N-[(1S)-1-(2-amino-2-oxo-ethyl)-3-pyrimidin-4-yl-prop-2-ynyl]pyrrolidine-2-carboxamide ClC1=CC=C(S1)C1(CC1)C(=O)N1[C@@H](CCC1)C(=O)N[C@H](C#CC1=NC=NC=C1)CC(=O)N